C(C1=CC=CC=C1)OC(NCC1OC2=C(C1)C1=C(N=C(S1)C1=C3N=CC(=NC3=CC(=C1)C)OC)C=C2)=O ((2-(2-methoxy-7-methylquinoxalin-5-yl)-7,8-dihydrobenzofuro[5,4-d]thiazol-7-yl)methyl)carbamic acid benzyl ester